1,1,1-trimethylolpropane trimethacrylate C(C(=C)C)(=O)O.C(C(=C)C)(=O)O.C(C(=C)C)(=O)O.C(O)C(CC)(CO)CO